5-((4-((8-(4-(2-(4-((2-aminopyrimidin-4-yl)methoxy)phenyl)propan-2-yl)phenoxy)octyl)oxy)butyl)amino)-2-(2,6-dioxopiperidin-3-yl)isoindolin-1,3-dione NC1=NC=CC(=N1)COC1=CC=C(C=C1)C(C)(C)C1=CC=C(OCCCCCCCCOCCCCNC=2C=C3C(N(C(C3=CC2)=O)C2C(NC(CC2)=O)=O)=O)C=C1